tert-Butyl (S)-(1-(3-(3-amino-4-chloro-1-(2,2,2-trifluoroethyl)-1H-indazol-7-yl)-6-(3-methyl-3-(methyl sulfonyl)but-1-yn-1-yl)pyridin-2-yl)-2-(3,5-difluorophenyl)ethyl)carbamate NC1=NN(C2=C(C=CC(=C12)Cl)C=1C(=NC(=CC1)C#CC(C)(S(=O)(=O)C)C)[C@H](CC1=CC(=CC(=C1)F)F)NC(OC(C)(C)C)=O)CC(F)(F)F